(E)-N-(4-(4-(((dimethylamino)methylene)amino)-6-ethynyl-5-(quinolin-3-yl)-7H-pyrrolo[2,3-d]pyrimidin-7-yl)bicyclo[2.2.1]heptan-1-yl)-N-methyl-oxazole-2-carboxamide CN(C)\C=N\C=1C2=C(N=CN1)N(C(=C2C=2C=NC1=CC=CC=C1C2)C#C)C21CCC(CC2)(C1)N(C(=O)C=1OC=CN1)C